N1N=C(C=C1)CN1C(C2=CC=C(C=C2C=N1)S(=O)(=O)C=1C=C2C(=NC1)OCCO2)=O 2-((1H-pyrazol-3-yl)methyl)-6-((2,3-dihydro-[1,4]dioxino[2,3-b]pyridin-7-yl)sulfonyl)phthalazin-1(2H)-one